1-undec-2-ensulfonat C(C=CCCCCCCCC)S(=O)(=O)[O-]